N1=CC(=C2N1CCCC2)B2OC(C)(C)C(C)(C)O2 (4,5,6,7-TETRAHYDROPYRAZOLO[1,5-A]PYRIDIN-3-YL)BORONIC ACID PINACOL ESTER